ClC=1C=C(CN2C(N(C=3N=C(N(C3C2=O)C)N[C@@H]2CC[C@H](CC2)O)C)=O)C=CC1Cl |r| (±)-1-(3,4-dichlorobenzyl)-8-(((trans)-4-hydroxycyclohexyl)amino)-3,7-dimethyl-3,7-dihydro-1H-purine-2,6-dione